C1(=CC=CC=C1)CCNC=1C=C(C=CC1)COC1=CC=C2CCC3(C2=C1)CCC(CC3)C(=O)O 6'-({3-[(2-phenylethyl)amino]phenyl}methoxy)-2',3'-dihydrospiro[cyclohexane-1,1'-indene]-4-carboxylic acid